1-(5-((5-chloro-4-(5-methoxy-[1,1'-biphenyl]-3-yl)pyrimidin-2-yl)amino)pyridin-3-yl)pyrrolidin-2-one ClC=1C(=NC(=NC1)NC=1C=C(C=NC1)N1C(CCC1)=O)C=1C=C(C=C(C1)OC)C1=CC=CC=C1